NC=1C2=C(N=CN1)N(C(=C2C2=CC=C(C=C2)C(F)(F)F)C#CC2CN(C2)[C@H]2[C@H](CN(CC2)C(C=C)=O)O)C 1-((3S,4R)-4-(3-((4-amino-7-methyl-5-(4-(trifluoromethyl)phenyl)-7H-pyrrolo[2,3-d]pyrimidin-6-yl)ethynyl)azetidin-1-yl)-3-hydroxypiperidin-1-yl)prop-2-en-1-one